FC1=C(C(=O)NCC#C)C(=CC(=C1)NC=1C=2N(C=CN1)C(=CN2)C=2C(=NN(C2)CC#C)C(F)(F)F)C 2-fluoro-6-methyl-N-prop-2-ynyl-4-[[3-[1-prop-2-ynyl-3-(trifluoromethyl)pyrazol-4-yl]imidazo[1,2-a]pyrazin-8-yl]amino]benzamide